benzyl 13-(azidomethyl)-19-(naphthalen-1-yl)-9,14-dioxa-2,5,16,19,23-pentaazatetracyclo[13.7.1.0^{2,7}.0^{17,22}]tricosa-1(23),15,17(22)-triene-5-carboxylate N(=[N+]=[N-])CC1CCCOCC2CN(CCN2C=2C=3CCN(CC3N=C(O1)N2)C2=CC=CC1=CC=CC=C21)C(=O)OCC2=CC=CC=C2